1,1,1,3,3,3-hexafluoropropan-2-yl (+)-1-((5-fluoropyridin-3-yl)carbamoyl)-6-azaspiro[2.5]octane-6-carboxylate FC=1C=C(C=NC1)NC(=O)C1CC12CCN(CC2)C(=O)OC(C(F)(F)F)C(F)(F)F